C(C1=CC=CC=C1)OC(CCCC(=O)NC(COCCC(=O)O)(COCCC(=O)O)COCCC(=O)O)=O 3'-((2-(5-(benzyloxy)-5-oxopentanamido)-2-((2-carboxyethoxy)methyl)propane-1,3-diyl)bis(oxy))dipropionic acid